NC=1C=C(C=CC1F)C(CCC1CC1)(C1=CC=NC=C1)NS(=O)C(C)(C)C N-((+)-1-(3-amino-4-fluorophenyl)-3-cyclopropyl-1-(pyridin-4-yl)propyl)-2-methylpropane-2-sulfinamide